ClC1=C(C(=C(C=2C(CCC12)C1CC1)C#N)I)F 7-chloro-3-cyclopropyl-6-fluoro-5-iodo-2,3-dihydro-1H-indene-4-carbonitrile